(1R,3R,5R)-N-((R)-(4-chloro-2,5-difluorophenyl)(3-oxetanyl)methyl)-2-(3-(ethylsulfonyl)benzoyl)-2-azabicyclo[3.1.0]hexane-3-carboxamide ClC1=CC(=C(C=C1F)[C@H](NC(=O)[C@@H]1N([C@@H]2C[C@@H]2C1)C(C1=CC(=CC=C1)S(=O)(=O)CC)=O)C1COC1)F